NC(CNC1=NC(=C2C(=N1)N(N=C2)C)N(C)CC)C2=CC=CC=C2 6-N-(2-amino-2-phenylethyl)-4-N-ethyl-4-N,1-dimethylpyrazolo[3,4-d]pyrimidine-4,6-diamine